FC=1C=C2NC(C=3N(C2=C(C1C1=CC(=CC(=C1)C=C)F)F)C(=NN3)C)(C)C 7,9-Difluoro-8-(3-fluoro-5-vinyl-phenyl)-1,4,4-trimethyl-5H-[1,2,4]triazolo[4,3-a]quinoxaline